2-(4-bromo-1-methyl-1H-pyrazol-3-yl)oxazole BrC=1C(=NN(C1)C)C=1OC=CN1